NC1=NC=C(C=N1)[C@@H]1[C@H]([C@H]2[C@@H]3C[C@@H]3[C@@H]1O2)C(=O)NC2=CC(=C(C=C2)Cl)Cl (1S,2S,4R,5R,6R,7S)-7-(2-aminopyrimidin-5-yl)-N-(3,4-dichlorophenyl)-8-oxatricyclo[3.2.1.02,4]octane-6-carboxamide